(S)-2-((2-((1-ethoxy-3,3-dimethyl-1,3-dihydro-[1,2]oxaborolo[4,3-b]pyridin-5-yl)amino)-5-(5-(pyridin-3-yl)-1,3,4-oxadiazol-2-yl)pyrimidin-4-yl)amino)-2-phenylethan-1-ol C(C)OB1OC(C2=NC(=CC=C21)NC2=NC=C(C(=N2)N[C@H](CO)C2=CC=CC=C2)C=2OC(=NN2)C=2C=NC=CC2)(C)C